6,6'-Disulfanediylbis(2,5-dimethylaniline) S(SC1=C(C=CC(=C1N)C)C)C1=C(C=CC(=C1N)C)C